O(F)F.[Ta] tantalum oxy fluoride